C(C)N1C(=NN(C1=O)C1=NC(=C(C(=O)NC2=NC(=CC=C2F)OC)C=C1F)O[C@H](C(F)(F)F)C)CO (S)-6-(4-Ethyl-3-(hydroxymethyl)-5-oxo-4,5-dihydro-1H-1,2,4-triazol-1-yl)-5-fluoro-N-(3-fluoro-6-methoxypyridin-2-yl)-2-((1,1,1-trifluoropropan-2-yl)oxy)nicotinamide